ClC1=NC2=CC=CC=C2C(=N1)C1=CC2=CC=CC=C2C=C1 2-chloro-4-(2-naphthyl)quinazoline